(2,3-dihydrobenzofuran-5-yl)boronic acid O1CCC2=C1C=CC(=C2)B(O)O